O1N=CCC1C1=C(C=C2N(CCN(C2=C1)C)C1=C2C=C(C(N(C2=CC(=C1)OC)C)=O)C)S(=O)(=O)NCC1=CC=C(C=C1)OC 7-(4,5-dihydroisoxazol-5-yl)-4-(7-methoxy-1,3-dimethyl-2-oxo-1,2-dihydroquinolin-5-yl)-N-(4-methoxybenzyl)-1-methyl-1,2,3,4-tetrahydroquinoxaline-6-sulfonamide